CN1C=C(C=C(C1=O)C)C=1NC2=CC=C(C=C2C1C(C)C)C1CCN(CC1)CC(=O)N(C)C 2-(4-(2-(1,5-dimethyl-6-oxo-1,6-dihydropyridin-3-yl)-3-isopropyl-1H-indol-5-yl)piperidin-1-yl)-N,N-dimethylacetamide